P(=O)(O)(O)COC(CN1C(=O)N=C(N)C=C1)CO 1-(2-phosphonomethoxy-3-hydroxypropyl)-cytosine